ClC=1C(=C2C=NNC2=CC1C)C=1C(=NN(C1C)C1CC2(CN(C2)C(C=C)=O)C1)C=1C=C2C=NN(C2=CC1)CCN1C[C@@H](CC1)F (R)-(S)-1-(6-(4-(5-chloro-6-methyl-1H-indazol-4-yl)-3-(1-(2-(3-fluoropyrrolidin-1-yl)ethyl)-1H-indazol-5-yl)-5-methyl-1H-pyrazol-1-yl)-2-azaspiro[3.3]hept-2-yl)propan-2-en-1-one